NC(N)=NCCC[C@@H](C(=O)O)NC(CSCC(C1=CC=CC=C1)C1=CC=CC=C1)=O (2S)-5-(diaminomethyleneamino)-2-[[2-(2,2-diphenylethylmercapto)acetyl]amino]pentanoic acid